3-((3-Aminopropyl)amino)-N-(4,5-dimethylthiazol-2-yl)-2-methylbenzamide NCCCNC=1C(=C(C(=O)NC=2SC(=C(N2)C)C)C=CC1)C